COC1=CC=C(CN2CCN(CC2)C(=O)[O-])C=C1 4-(4-methoxybenzyl)piperazine-1-carboxylate